C6-chloro-1-phenyl-1H-pyrrolo[2,3-b]pyridine-4-carbaldehyde ClC=1C=C(C2=C(N1)N(C=C2)C2=CC=CC=C2)C=O